(5-iodo-1-allyl-2-oxoindolin-3-ylidene)hydrazinodithio-carboxylic acid methyl ester CSC(=S)NN=C1C(N(C2=CC=C(C=C12)I)CC=C)=O